CC=1C=C(C=CC1O)C1(CCCCCCCCCCC1)C1=CC(=C(C=C1)O)C 2,2-bis(3-methyl-4-hydroxyphenyl)cyclododecane